NCCCN(CCCN)CCCCCCCCCCCC N-(3-aminopropyl)-N-dodecyl-propane-1,3-diamine